3-(4-amino-4-((difluoromethoxy)methyl)piperidin-1-yl)pyridin NC1(CCN(CC1)C=1C=NC=CC1)COC(F)F